6-[(2S)-2-allyl-pyrrolidin-1-yl]-3-[bis(tert-butoxycarbonyl)amino]-5-(trifluoromethyl)pyridine-2-carboxylic acid methyl ester COC(=O)C1=NC(=C(C=C1N(C(=O)OC(C)(C)C)C(=O)OC(C)(C)C)C(F)(F)F)N1[C@@H](CCC1)CC=C